F[C@H]1CN(CC[C@H]1NC1=C2C=CN(C2=CC=C1)CC(F)(F)F)C 4-(((3S,4R)-3-fluoro-1-methylpiperidin-4-yl)amino)-1-(2,2,2-trifluoroethyl)-1H-indol